COCCOCCOCCOCCOCCOCCOCCOCCOCCOCCOCCOCCOCCOCCOCCOCCOCC(=O)OC1CNC(C1)C(NCC1=CC=C(C=C1)C1=C(N=CS1)C)=O 5-((4-(4-methylthiazol-5-yl)benzyl)carbamoyl)pyrrolidin-3-yl 2,5,8,11,14,17,20,23,26,29,32,35,38,41,44,47,50-heptadecaoxadopentacontan-52-oate